2-(6-(((1R,2S,3S,5R)-2-fluoro-1,5-dimethyl-8-azabicyclo[3.2.1]oct-6-en-3-yl)(methyl)amino)-1,2,4-triazin-3-yl)-5-(4-fluoro-1H-pyrazol-1-yl)phenol F[C@@H]1[C@]2(C=C[C@@](C[C@@H]1N(C1=CN=C(N=N1)C1=C(C=C(C=C1)N1N=CC(=C1)F)O)C)(N2)C)C